di(4-aminobenzoyl) ether NC1=CC=C(C(=O)OC(C2=CC=C(C=C2)N)=O)C=C1